FC1=C(C(=C(C(=C1F)F)F)F)I 2,3,4,5,6-pentafluoroiodobenzene